5-(methylsulfonyl)nicotinic acid CS(=O)(=O)C=1C=NC=C(C(=O)O)C1